crotylalcohol C(C=CC)O